(S)-2,2'-((2-((2-(bis(carboxymethyl)amino)-3-(4-ethoxyphenyl)propyl)(carboxymethyl)amino)ethyl)azanediyl)diacetic acid C(=O)(O)CN([C@H](CN(CCN(CC(=O)O)CC(=O)O)CC(=O)O)CC1=CC=C(C=C1)OCC)CC(=O)O